Gadolinium-Europium-Oxid [O-2].[Eu+3].[Gd+3].[O-2].[O-2]